OCC=1C=CC(=NC1)OC[C@@H](C)[C@H]1CC[C@H]2[C@@H]3CC=C4C[C@H](CC[C@@]4([C@H]3CC[C@]12C)C)O (3S,8S,9S,10R,13S,14S,17R)-17-((S)-1-((5-(hydroxymethyl)pyridin-2-yl)oxy)propan-2-yl)-10,13-dimethyl-2,3,4,7,8,9,10,11,12,13,14,15,16,17-tetradecahydro-1H-cyclopenta[a]phenanthren-3-ol